O[C@H]1[C@H](O[C@@]2([C@@H](CCO2)NC(=O)C2=CC3=C(SC=C3)C=C2)[C@@H]([C@H]1N1N=NC(=C1)C1=CC(=C(C(=C1)F)F)F)O)CO N-((4R,5S,7R,8R,9S,10R)-8,10-dihydroxy-7-(hydroxymethyl)-9-(4-(3,4,5-Trifluorophenyl)-1H-1,2,3-triazol-1-yl)-1,6-dioxaspiro[4.5]decan-4-yl)benzo[b]thiophene-5-carboxamide